6-oxo-4-phenyl-1,6-dihydropyridine-3-carboxylic acid 2,5-dioxopyrrolidin-1-yl ester O=C1N(C(CC1)=O)OC(=O)C1=CNC(C=C1C1=CC=CC=C1)=O